Ethyl 2-(1-(4-(1,3-dioxo-1,2,3,4-tetrahydroisoquinoline-6-carboxamido)benzyl)-3,5-dimethyl-1H-pyrazol-4-yl)acetate O=C1NC(CC2=CC(=CC=C12)C(=O)NC1=CC=C(CN2N=C(C(=C2C)CC(=O)OCC)C)C=C1)=O